ethyl P-(4-(5-(chlorodifluoromethyl)-1,2,4-oxadiazol-3-yl)-2-fluorobenzyl)-N-(3-methoxybenzyl)phosphonamidate ClC(C1=NC(=NO1)C1=CC(=C(CP(OCC)(=O)NCC2=CC(=CC=C2)OC)C=C1)F)(F)F